N[C@@H](CC(C)C)C(=O)[O-] leucineAT